N-(2-fluoro-3-{4-[5-(isobutyrylaminomethyl)pyridin-2-yl]-6-oxo-1,6-dihydropyrimidin-2-yl}-4-(trifluoromethyl)benzyl)isobutyramide FC1=C(CNC(C(C)C)=O)C=CC(=C1C=1NC(C=C(N1)C1=NC=C(C=C1)CNC(C(C)C)=O)=O)C(F)(F)F